aminopropionate hydrochloride Cl.NC(C(=O)O)C